4-methyl-mercaptopentanone CC(CC(CS)=O)C